tert-butyl N-(4-methyl-5-[2-[(6-methyl-7,8-dihydro-5H-1,6-naphthyridin-3-yl)amino]-5H,6H,8H-pyrido[3,4-d]pyrimidin-7-yl]pyridin-3-yl)carbamate CC1=C(C=NC=C1N1CC=2N=C(N=CC2CC1)NC=1C=NC=2CCN(CC2C1)C)NC(OC(C)(C)C)=O